(3-chloro-2-fluorophenyl)sulfonyl chloride ClC=1C(=C(C=CC1)S(=O)(=O)Cl)F